CC(C)(CCCC(CC=O)C)OC(C1=C(C=CC=C1)O)=O.ClC1=C(N)C(=CC(=C1)Br)CN(C)C1CCCCC1 2-chloro-4-bromo-6-((cyclohexyl-(methyl)amino)methyl)aniline 2,6-dimethyl-8-oxooctan-2-yl-2-hydroxybenzoate